tert-Butyl N-[4-(4-aminophenyl)-1-oxo-1,4-thiazinan-1-ylidene]carbamate NC1=CC=C(C=C1)N1CCS(CC1)(=O)=NC(OC(C)(C)C)=O